C(C)(C)(C)C=1C=C(CC(C(=O)[O-])CCCCCCC(C(=O)[O-])CC2=CC(=C(C(=C2)C(C)(C)C)O)C(C)(C)C)C=C(C1O)C(C)(C)C hexamethylenebis(3,5-di-tert-butyl-4-hydroxy-hydrocinnamate)